4-[(1S)-1-({[5-chloro-2-(4-pyridin-4-ylphenoxy)pyridin-3-yl]carbonyl}amino)ethyl]benzoic acid ClC=1C=C(C(=NC1)OC1=CC=C(C=C1)C1=CC=NC=C1)C(=O)N[C@@H](C)C1=CC=C(C(=O)O)C=C1